C=C1CC2CC3(OCCO3)CC2C1 5-methylenespiro[1,3,3a,4,6,6a-hexahydropentalene-2,2'-1,3-dioxolane]